5-Cyclopropyl-3-((3,5-difluoro-[1,1'-biphenyl]-4-yl)methyl)-1,2,4-thiadiazole C1(CC1)C1=NC(=NS1)CC1=C(C=C(C=C1F)C1=CC=CC=C1)F